CN(C(=O)C=1C(=CC(N(C1)CC1(C(CN(CC1)C(=O)OC(C)(C)C)(C)C)O)=O)C1=CC=CC=C1)C tert-butyl 4-((5-(dimethylcarbamoyl)-2-oxo-4-phenylpyridin-1(2H)-yl) methyl)-4-hydroxy-3,3-dimethylpiperidine-1-carboxylate